BrC1=C(COC2=C3C(C=C(OC3=CC=C2)C(=O)OCC)=O)C=CC=C1 ethyl 5-((2-bromobenzyl) oxy)-4-oxo-4H-chromen-2-carboxylate